C(C1=CC=CC=C1)SC1=CC(=C(CNC2=C(C=NC3=CC(=CC=C23)OC)N)C(=C1)F)F N4-(4-(benzylthio)-2,6-difluorobenzyl)-7-methoxyquinoline-3,4-diamine